1-(2-fluorophenyl)-N-{7-methoxy-6-[3-(pyrrolidin-1-yl)propoxy]-1H,2H,3H-cyclopenta[b]quinolin-9-yl}piperidin-4-amine FC1=C(C=CC=C1)N1CCC(CC1)NC1=C2C(=NC=3C=C(C(=CC13)OC)OCCCN1CCCC1)CCC2